C1(CC1)[C@H]1C[C@H](N(CC1)CC1=C2C=CNC2=C(C=C1C#CC)C)C1=CC=C(C(=O)O)C=C1 4-((2S,4R)-4-cyclopropyl-1-((7-methyl-5-(prop-1-yn-1-yl)-1H-indol-4-yl)methyl)piperidin-2-yl)benzoic acid